6-Chloro-3-(2-(2,5-dimethyl-3-(1H-pyrazol-4-yl)piperazin-1-yl)pyrimidin-4-yl)imidazo[1,2-a]pyrazine ClC=1N=CC=2N(C1)C(=CN2)C2=NC(=NC=C2)N2C(C(NC(C2)C)C=2C=NNC2)C